F[B-](F)(F)F.CNC(C=1CC(C=CC1)=[N+]=[N-])=O N-methyl-3-diazobenzamide tetrafluoroborate